13-methyl-10-(sulfooxy)tetradecanoic Acid CC(CCC(CCCCCCCCC(=O)O)OS(=O)(=O)O)C